C(C)N(CC)[Si]1(O[SiH](O[SiH](O[SiH](O1)C)C)C)C diethylamino-2,4,6,8-tetramethylcyclotetrasiloxane